O[C@@H]1C[C@H](NC1)C(=O)NCC1=CC=C(C=C1)C1=C(N=CS1)C (2S,4R)-4-hydroxy-N-{[4-(4-methyl-1,3-thiazol-5-yl)phenyl]methyl}pyrrolidine-2-carboxamide